1-(3,4-Difluorobenzyl)-4-(Piperazin-1-Yl)-2-(Trifluoromethyl)-1H-Benzo[d]Imidazole FC=1C=C(CN2C(=NC3=C2C=CC=C3N3CCNCC3)C(F)(F)F)C=CC1F